(4-methyloxazol-5-yl)ethanone CC=1N=COC1C(C)=O